BrC1=CC=C(C=C1)[C@@H](C)NC(=O)C=1C=C2C(=C(N(C2=CC1)CC1=CC=C(C=C1)C=1C(=CC=CC1)C(=O)OC(C)(C)C)C)C (R)-tert-Butyl 4'-((5-(1-(4-bromophenyl)ethylcarbamoyl)-2,3-dimethyl-1H-indol-1-yl)methyl)biphenyl-2-carboxylate